tert-butyl 3-((1-(3-bromophenyl)-1H-1,2,3-triazol-4-yl) carbamoyl)-3-fluoropiperidine-1-carboxylate BrC=1C=C(C=CC1)N1N=NC(=C1)NC(=O)C1(CN(CCC1)C(=O)OC(C)(C)C)F